F[P-](F)(F)(F)(F)F.Cl[P+](N1CCCC1)(N1CCCC1)N1CCCC1 chlorotris(pyrrolidinyl)phosphonium hexafluorophosphate